L-phenylalanyl-L-glutamyl-glycine N[C@@H](CC1=CC=CC=C1)C(=O)N[C@@H](CCC(=O)O)C(=O)NCC(=O)O